2-(3-(tert-butyl)-4-hydroxy-5-(5-methoxy-2H-benzo[d][1,2,3]triazol-2-yl)phenoxy)ethyl methacrylate C(C(=C)C)(=O)OCCOC1=CC(=C(C(=C1)N1N=C2C(=N1)C=CC(=C2)OC)O)C(C)(C)C